3-((4-(6-fluoropyridin-2-yl)phenyl)amino)benzoic acid FC1=CC=CC(=N1)C1=CC=C(C=C1)NC=1C=C(C(=O)O)C=CC1